(E)-ethyl 3-(5-bromo-6-((4-(6-((4-chloro-2-fluorobenzyl)oxy)pyridin-2-yl)piperidin-1-yl)methyl)pyridin-3-yl)acrylate BrC=1C=C(C=NC1CN1CCC(CC1)C1=NC(=CC=C1)OCC1=C(C=C(C=C1)Cl)F)/C=C/C(=O)OCC